ClC=1C(=NC(=NC1)NC1=CC(=NS1)C)NC=1C=C(C=CC1F)NC(\C=C\CN(C)C)=O (E)-N-(3-((5-chloro-2-((3-methylisothiazol-5-yl)amino)pyrimidin-4-yl)amino)-4-fluorophenyl)-4-(dimethylamino)but-2-enamide